N-[1-[3-(1H-1,2,4-triazol-3-yl)pyrazin-2-yl]ethyl]-3,5-bis(trifluoromethyl)benzamide N1N=C(N=C1)C=1C(=NC=CN1)C(C)NC(C1=CC(=CC(=C1)C(F)(F)F)C(F)(F)F)=O